6-(hydroxymethyl)-5-methyl-1,3-dihydropyrimidine-2,4-dione OCC1=C(C(NC(N1)=O)=O)C